COC=1C=C2NC=3C=CC(=CC3C(C2=CC1)(C)C)CN1CCNCC1 6-methoxy-9,9-dimethyl-2-(piperazin-1-ylmethyl)-9,10-dihydroacridine